2-[(4-fluorophenyl)methyl]-2-azaspiro[3.3]heptan-6-yl (2R)-2-methyl-4-[5-(trifluoromethyl)pyrazin-2-yl]piperazine-1-carboxylate C[C@H]1N(CCN(C1)C1=NC=C(N=C1)C(F)(F)F)C(=O)OC1CC2(CN(C2)CC2=CC=C(C=C2)F)C1